(4-chloro-2-methylquinolin-6-yl)(morpholino)methanone silicon [Si].ClC1=CC(=NC2=CC=C(C=C12)C(=O)N1CCOCC1)C